anilinemethanol N(C1=CC=CC=C1)CO